2-Oxabicyclo[2.1.1]hexane-4-carboxylic acid C12OCC(C1)(C2)C(=O)O